3-bromo-5-(3-fluoropyrrolidin-1-yl)pyridine BrC=1C=NC=C(C1)N1CC(CC1)F